tert-Butyl (2S)-2-{[3-cyano-5-(5-methyl-1,3-thiazol-2-yl)phenoxy]methyl}pyrrolidine-1-carboxylate C(#N)C=1C=C(OC[C@H]2N(CCC2)C(=O)OC(C)(C)C)C=C(C1)C=1SC(=CN1)C